COC1=CC=C(OC(=O)NC2[C@@H]3CN(C[C@H]23)C2=NC3=C(C=C(C=C3C(N2C)=O)C)C(C)NC2=C(C(=O)O)C=CC=C2)C=C1 2-((1-(2-((1R,5S,6s)-6-(((4-methoxyphenoxy)carbonyl)amino)-3-azabicyclo[3.1.0]hexan-3-yl)-3,6-dimethyl-4-oxo-3,4-dihydroquinazolin-8-yl)ethyl)amino)benzoic acid